2,2',5,5'-biphenyltetracarboxylic acid C=1(C(=CC=C(C1)C(=O)O)C(=O)O)C=1C(=CC=C(C1)C(=O)O)C(=O)O